Benzyl N-[4-bromo-2-[[3-[[tert-butyl(dimethyl)silyl]oxymethyl]oxiran-2-yl]methoxy]phenyl]carbamate BrC1=CC(=C(C=C1)NC(OCC1=CC=CC=C1)=O)OCC1OC1CO[Si](C)(C)C(C)(C)C